ClC=1C=C(C=C(C1)NS(=O)(=O)C)NC(=O)C=1SC(=C(C1)C1=NC=C(C=C1OCC1=CC(=CC(=C1)F)F)C(F)(F)F)C N-(3-chloro-5-(methylsulfonamido)phenyl)-4-(3-((3,5-difluorobenzyl)oxy)-5-(trifluoromethyl)pyridin-2-yl)-5-methylthiophene-2-carboxamide